(5S,6Z,8E,10E,12R,14Z,16E,18R)-5,12,18-trihydroxyicosa-6,8,10,14,16-pentaenoic acid O[C@@H](CCCC(=O)O)\C=C/C=C/C=C/[C@@H](C\C=C/C=C/[C@@H](CC)O)O